N-(3-(3-(1-methyl-1H-pyrazol-4-yl)pyrazolo[1,5-a]pyridin-5-yl)-1H-pyrrolo[2,3-b]pyridin-6-yl)isonicotinamide CN1N=CC(=C1)C=1C=NN2C1C=C(C=C2)C2=CNC1=NC(=CC=C12)NC(C1=CC=NC=C1)=O